3-(((tert-butyldimethylsilyl)oxy)methyl)-5-((4-(((trans)-2-cyanocyclopentyl)amino)-5-methylpyrimidin-2-yl)amino)-2-(5,5-dimethyl-1,3,2-dioxaborinan-2-yl)benzonitrile [Si](C)(C)(C(C)(C)C)OCC=1C(=C(C#N)C=C(C1)NC1=NC=C(C(=N1)N[C@H]1[C@@H](CCC1)C#N)C)B1OCC(CO1)(C)C